CON(C(=O)C1=CC2=C(S1)C=C(C=1SC=CC12)OC)C N,5-dimethoxy-N-methylbenzo[1,2-b:4,3-b']dithiophene-2-carboxamide